CCCCCCCC(C)C(=O)[O-] Nonane-8-carboxylate